C1(CC1)NC(C(C)NC1=NC(=NC2=CC=C(C=C12)C1=CC=C(C=C1)F)NC1CC1)=O N-cyclopropyl-2-((2-(cyclopropylamino)-6-(4-fluorophenyl)quinazolin-4-yl)amino)propanamide